α-(methoxyimino)-N-methyl-2-[[[1-[3-(trifluoromethyl)phenyl]ethoxy]imino]methyl]benzene-acetamide CON=C(C(=O)NC)C1=C(C=CC=C1)C=NOC(C)C1=CC(=CC=C1)C(F)(F)F